1-(4-(8-chloro-2'-(((S)-1-methylpyrrolidin-2-yl)methoxy)-3,4,5',6'-tetrahydro-2H-spiro[naphthalene-1,7'-pyrano[2,3-d]pyrimidin]-4'-yl)piperazin-1-yl)prop-2-en-1-one ClC=1C=CC=C2CCCC3(CCC4=C(N=C(N=C4N4CCN(CC4)C(C=C)=O)OC[C@H]4N(CCC4)C)O3)C12